[1-[9-ethyl-6-(2-methylbenzoyl) carbazol-3-yl] ethylamino] acetate C(C)(=O)ONC(C)C=1C=CC=2N(C3=CC=C(C=C3C2C1)C(C1=C(C=CC=C1)C)=O)CC